FC(COC1=C(C=C(C(=N1)OC)NS(=O)(=O)C=1C=2CCN(C(C2C=CC1)=O)CC(F)F)F)F N-[6-(2,2-difluoroethoxy)-5-fluoro-2-methoxy-3-pyridinyl]-2-(2,2-difluoroethyl)-1-keto-3,4-dihydroisoquinoline-5-sulfonamide